tert-butyl (3S,4S)-3-fluoro-4-[[6-[7-(1-hydroxy-1-methyl-ethyl)imidazo[1,2-b]pyridazin-3-yl]-2-pyridyl]amino]pyrrolidine-1-carboxylate F[C@H]1CN(C[C@@H]1NC1=NC(=CC=C1)C1=CN=C2N1N=CC(=C2)C(C)(C)O)C(=O)OC(C)(C)C